CN(C)C1OCCO1 dimethylamino-[1,3]-dioxolane